4-Decyloxybenzaldehyd tert-butyl-3-(2-(tert-butoxy)-2-oxoethyl)-7-((4-(4-hydroxyphenyl)piperidin-1-yl)sulfonyl)-4-oxo-3,4-dihydroquinazoline-1(2H)-carboxylate C(C)(C)(C)OC(=O)N1CN(C(C2=CC=C(C=C12)S(=O)(=O)N1CCC(CC1)C1=CC=C(C=C1)O)=O)CC(=O)OC(C)(C)C.C(CCCCCCCCC)OC1=CC=C(C=O)C=C1